methyl (S)-4-(1-hydroxyethyl)benzoate O[C@@H](C)C1=CC=C(C(=O)OC)C=C1